C(C)OC=1C=C(C=CC1OCC)C=1C=C(C=NC1)C1CB(OC1)O 4-(5-(3,4-Diethoxyphenyl)pyridin-3-yl)-1,2-oxaborolan-2-ol